(6-fluoro-4-methylpyridin-2-yl)-2,5-dihydro-1H-pyrrole-1-carboxylic acid tert-butyl ester C(C)(C)(C)OC(=O)N1C(C=CC1)C1=NC(=CC(=C1)C)F